ClC1=CC2=C(N(C3(N2CC2=CC=CC=C2C3)C)S(=O)(=O)C3=CC=C(C)C=C3)C=C1Cl 2,3-dichloro-5a-methyl-5-tosyl-5,5a,6,11-tetrahydrobenzo[4,5]imidazo[1,2-b]isoquinoline